5,7-dibromo-2-(dimethylamino)-1-[(4-methoxyphenyl)methyl]benzo[d]imidazole BrC1=CC2=C(N(C(=N2)N(C)C)CC2=CC=C(C=C2)OC)C(=C1)Br